1-methyl-3-nitro-1,5-naphthyridine-2,4(1H,3H)-dione CN1C(C(C(C2=NC=CC=C12)=O)[N+](=O)[O-])=O